(2R)-2-(6-{5-chloro-2-[(2-methoxypyridin-4-yl)amino]pyrimidin-4-yl}-1-oxo-2,3-dihydro-1H-isoindol-2-yl)-N-[(1S)-1-(3-ethoxy-5-fluorophenyl)-2-hydroxyethyl]propanamide ClC=1C(=NC(=NC1)NC1=CC(=NC=C1)OC)C1=CC=C2CN(C(C2=C1)=O)[C@@H](C(=O)N[C@H](CO)C1=CC(=CC(=C1)F)OCC)C